FC=1C(=C(C(=CC1CCCCC)OC)C1(C2(CCC(C1(C)C)C2)C)O)OC 2-(3'-fluoro-2',6'-dimethoxy-4'-pentylphenyl)-1,3,3-trimethylbicyclo[2.2.1]hept-an-2-ol